(S)-N'-(((S)-2-fluoro-1,2,3,5,6,7-hexahydro-s-indacen-4-yl)carbamoyl)-6,7-dihydro-5H-pyrazolo[5,1-b][1,3]oxazine-3-sulfonimidamide F[C@H]1CC2=CC=3CCCC3C(=C2C1)NC(=O)N=[S@@](=O)(N)C=1C=NN2C1OCCC2